6-methyl-5-hexanone CCC(CCCC)=O